O[C@@H]1CNCC[C@@H]1C(=O)N1CCN(CC1)C(=O)C1=C(C=C(NC=2C=3N(C=CN2)C(=CN3)C=3C(=NN(C3)CC#N)C(F)(F)F)C=C1)C 2-[4-[8-[4-[4-[(3S,4S)-3-hydroxypiperidine-4-carbonyl]piperazine-1-carbonyl]-3-methylanilino]imidazo[1,2-a]pyrazin-3-yl]-3-(trifluoromethyl)pyrazol-1-yl]acetonitrile